C(C)(=O)[C@@]1([C@]([C@@](O[C@@H]1CO)(N1C(=O)N=C(NO)C=C1)C(C)=O)(O)C(C)=O)O triacetyl-N4-hydroxycytidine